C1=CC=CC=2C3=CC=CC=C3N(C12)C1=C(C(=C(C(=C1N1C2=CC=CC=C2C=2C=CC=CC12)N1C2=CC=CC=C2C=2C=CC=CC12)C1=NC(=NC(=C1)C1=CC=CC=C1)C1=CC=CC=C1)N1C2=CC=CC=C2C=2C=CC=CC12)C=1OC2=C(N1)C=CC=C2 2-(2,3,4,6-tetra(9H-carbazol-9-yl)-5-(2,6-diphenylpyrimidin-4-yl)phenyl)benzo[d]oxazole